P(OCCCCC)(OCCCCC)OCCCCC tri(n-pentyl) phosphite